O=C1NC(CCC1NC1=CC(=C(C=C1)N1CCN(CC1)[C@@H]1C(CN(CC1)C(=O)OC(C)(C)C)(F)F)F)=O tert-butyl (4S)-4-(4-(4-((2,6-dioxopiperidin-3-yl)amino)-2-fluorophenyl)piperazin-1-yl)-3,3-difluoropiperidine-1-carboxylate